N-[3-(1,1-difluoropropyl)phenyl]-1-(4-methoxyphenyl)-3-methyl-5-oxo-4H-pyrazole-4-carboxamide FC(CC)(F)C=1C=C(C=CC1)NC(=O)C1C(=NN(C1=O)C1=CC=C(C=C1)OC)C